para-diethyl-benzene 2-[4-[5-methyl-1-[4-(trifluoromethoxy)phenyl]pyrazol-3-yl]-1-piperidyl]ethyl-methanesulfonate CC1=CC(=NN1C1=CC=C(C=C1)OC(F)(F)F)C1CCN(CC1)CCCS(=O)(=O)O.C(C)C1=CC=C(C=C1)CC